ClC1=C(C(=CC=C1)[N+](=O)[O-])N1C2CCC(C1)C2 2-(2-chloro-6-nitro-phenyl)-2-azabicyclo[2.2.1]heptane